1,3-bis-{2-[2-(2-hydroxyethoxy)ethoxy]ethoxy}benzene OCCOCCOCCOC1=CC(=CC=C1)OCCOCCOCCO